FC1=C(C=CC=C1S(=O)(=O)C)NC1=NC=C(C(=N1)C1=CNC2=C(C=CC=C12)NC([C@@H](C)N1CCN(CC1)C)=O)C (R)-N-(3-(2-(2-fluoro-3-(methylsulfonyl)phenylamino)-5-methylpyrimidin-4-yl)-1H-indol-7-yl)-2-(4-methylpiperazin-1-yl)propanamide